C1(=CC=CC=C1)C1=NC(=NC=C1)B(O)O 4-PHENYLPYRIMIDINE-2-BORONIC ACID